tert-butyl (S)-(1-(((2-fluorophenyl)methyl-d2)amino)-1-oxopropan-2-yl)carbamate FC1=C(C=CC=C1)C([2H])([2H])NC([C@H](C)NC(OC(C)(C)C)=O)=O